C(C)N1C(=NC2=C1C=C(C(=C2)C#C[Si](C)(C)C)C#N)C 3-ethyl-2-methyl-6-[2-(trimethylsilyl)ethynyl]-1,3-benzodiazole-5-carbonitrile